5-(4-(4-(2-(2-Aminopyridin-3-yl)-5-(4-chlorophenyl)-3H-imidazo[4,5-b]pyridin-3-yl)benzyl)piperazin-1-yl)-2-hydroxybenzaldehyde NC1=NC=CC=C1C1=NC=2C(=NC(=CC2)C2=CC=C(C=C2)Cl)N1C1=CC=C(CN2CCN(CC2)C=2C=CC(=C(C=O)C2)O)C=C1